tris(2-naphthol) bismuth(III) [Bi+3].C1=C(C=CC2=CC=CC=C12)O.C1=C(C=CC2=CC=CC=C12)O.C1=C(C=CC2=CC=CC=C12)O